BrC=1C(=CC=C2C=NC(=NC12)Cl)F 8-bromo-2-chloro-7-fluoroquinazoline